2,5-dithiobiurea NC(=S)NNC(N)=S